OC1(C(=CC(=CC1C(=O)[O-])O)C1=CC=CC=C1)C(=O)OCC ethyl 2,5-dihydroxybiphenyl-dicarboxylate